2-[(1S)-1-cyclohexylethoxy]-4-(3-ethyl-4-methyl-5-oxo-4,5-dihydro-1H-1,2,4-triazol-1-yl)-5-fluoro-N-[3-(methylsulfonyl)phenyl]benzamide C1(CCCCC1)[C@H](C)OC1=C(C(=O)NC2=CC(=CC=C2)S(=O)(=O)C)C=C(C(=C1)N1N=C(N(C1=O)C)CC)F